NC=1C=CC(=C2CN(C(C12)=O)CC1(OC1)C(=O)N)C=1C=C2C(=NNC2=CC1)C 2-{[7-amino-4-(3-methyl-1H-indazol-5-yl)-1-oxo-2,3-dihydro-1H-isoindol-2-yl]methyl}oxirane-2-carboxamide